C1(=CC=CC=C1)[C@H](N)[C@@H](O)C(=O)O (2R,3s)-3-phenylisoserine